4-[4-[4-[(2,6-dioxo-3-piperidyl)amino]-2-fluoro-phenyl]piperazin-1-yl]cyclohexanecarboxylic acid O=C1NC(CCC1NC1=CC(=C(C=C1)N1CCN(CC1)C1CCC(CC1)C(=O)O)F)=O